CC(C)C/C(=N/OS(=O)(=O)[O-])/S[C@H]1[C@@H]([C@H]([C@@H]([C@H](O1)CO)O)O)O The molecule is an alkylglucosinolate that is the conjugate base of isobutylglucosinolic acid. It is a conjugate base of an isobutylglucosinolic acid.